C(C1=CC=CC=C1)OC1=CC(=C(C=C1)Br)C#CC(COC)(C)C 4-benzyloxy-1-bromo-2-(4-methoxy-3,3-dimethyl-but-1-ynyl)benzene